FC1=C(C=CC=C1)NCC=1NC(=C(N1)C=1C=CC=2N(C1)N=CN2)C2=NC(=CC=C2)C N-(2-fluorophenyl)-5-(6-methyl-2-pyridyl)-4-[1,2,4]triazolo[1,5-a]pyridin-6-yl-1H-imidazole-2-methanamine